(E)-2-(2-fluoro-4-(trifluoromethyl)styryl)-4-((4-(4-(pyridin-2-yl)butyl)phenoxy)methyl)oxazole FC1=C(/C=C/C=2OC=C(N2)COC2=CC=C(C=C2)CCCCC2=NC=CC=C2)C=CC(=C1)C(F)(F)F